3-cyclopropyl-1,2,4-thiadiazole-5-carboxamide C1(CC1)C1=NSC(=N1)C(=O)N